3,5-DIFLUORO-4-(TRIMETHYLSILYL)PHENYLBORONIC ACID FC=1C=C(C=C(C1[Si](C)(C)C)F)B(O)O